4-((7-(cyclohexylamino)heptyl)amino)-2-(2,6-dioxopiperidin-3-yl)isoindoline-1,3-dione C1(CCCCC1)NCCCCCCCNC1=C2C(N(C(C2=CC=C1)=O)C1C(NC(CC1)=O)=O)=O